4-ethynyl-phenyl-boric acid C(#C)C1=CC=C(C=C1)OB(O)O